FC1(C[C@H](CNC1)NC(OC(C)(C)C)=O)F tert-butyl (R)-5,5-difluoropiperidin-3-ylcarbamate